2-[4-Chloro-7-methoxy-6-(1-methyl-2-oxo-3,4-dihydro-quinolin-6-yl)indazol-2-yl]-2-[rac-(6R)-6-fluoro-6,7-dihydro-5H-pyrrolo[1,2-c]imidazol-1-yl]-N-(1,3-thiazol-2-yl)acetamide ClC=1C2=CN(N=C2C(=C(C1)C=1C=C2CCC(N(C2=CC1)C)=O)OC)C(C(=O)NC=1SC=CN1)C1=C2N(C=N1)C[C@@H](C2)F |r|